C(C)(C)(C)OC(=O)N(CCCC1=NC(=CC=C1[N+](=O)[O-])OC)CC1=C(C=CC(=C1Cl)F)NC1=C(C(=O)OC)C=C(C(=C1)F)F Methyl 2-((2-(((tert-butoxycarbonyl)(3-(6-methoxy-3-nitropyridin-2-yl)propyl)-amino)methyl)-3-chloro-4-fluorophenyl)amino)-4,5-difluorobenzoate